N-[3-[[2-[4-(4-acetylpiperazin-1-yl)-2-methoxyanilino]-5-(trifluoromethyl)pyrimidin-4-yl]amino]phenyl]prop-2-enamide C(C)(=O)N1CCN(CC1)C1=CC(=C(NC2=NC=C(C(=N2)NC=2C=C(C=CC2)NC(C=C)=O)C(F)(F)F)C=C1)OC